Bipyrimidine-2-Amine N1C(N=CC=C1)(C1=NC=CC=N1)N